FC1=CC=C2C=C(C=C(C2=C1C#C[SiH2]C(C(C)C)(C(C)C)C(C)C)O)O 7-fluoro-8-((triisopropylmethylsilyl)ethynyl)naphthalene-1,3-diol